2'-Chloro-5'-methoxy-6-methyl-N-(5-{[2-(triphenylmethyl)-2H-1,2,3,4-tetrazol-5-yl]oxyl}-1,3-benzothiazol-2-yl)-[4,4'-bipyridine]-3-carboxamide ClC1=NC=C(C(=C1)C1=C(C=NC(=C1)C)C(=O)NC=1SC2=C(N1)C=C(C=C2)OC=2N=NN(N2)C(C2=CC=CC=C2)(C2=CC=CC=C2)C2=CC=CC=C2)OC